bis(dl-2,6-dimethylphenyl)phosphate CC1=C(C(=CC=C1)C)OP(=O)(OC1=C(C=CC=C1C)C)[O-]